(2S,3R,4R,5R,6S)-6-ethynyl-3,4,5-trihydroxyoxane-2-carboxylic acid C(#C)[C@H]1[C@@H]([C@H]([C@H]([C@H](O1)C(=O)O)O)O)O